Dihydropyridinedicarboxylic acid C1=CNC(C(=C1)C(=O)O)C(=O)O